C(C1=CC=CC=C1)(=O)C(C(C)=O)C(C(F)(F)F)=O.C(C1=CC=CC=C1)(=O)C(C(C)=O)C(C(F)(F)F)=O.C(C1=CC=CC=C1)(=O)C(C(C)=O)C(C(F)(F)F)=O.[Tb+3] terbium (III) tris(benzoyltrifluoroacetylacetone)